P(=O)(OCCCCCCCCCCC)([O-])[O-] n-undecyl phosphate